4-trifluoromethyl-phenethyl-iodine FC(C1=CC=C(CCI)C=C1)(F)F